D-aspartic acid magnesium salt [Mg+2].N[C@H](CC(=O)[O-])C(=O)[O-]